difluoro-N-methyl-N-(3-((1-methylcyclopropyl)ethynyl)phenyl)-[1,2,4]triazolo[4,3-a]quinazolin-5-amine FC1=C2C(=NC=3N(C2=CC=C1)C(=NN3)F)N(C3=CC(=CC=C3)C#CC3(CC3)C)C